2,4,8,10-tetrakis(1,1-dimethylethyl)-6-[(2-ethylhexyl)oxy]-12H-dibenzo[d,g][1,3,2]dioxaphosphocine CC(C)(C)C1=CC2=C(OP(OC3=C(C2)C=C(C=C3C(C)(C)C)C(C)(C)C)OCC(CCCC)CC)C(=C1)C(C)(C)C